tert-butyl N-methyl-N-[2-oxo-2-[5-[[1-(trifluoromethyl)cyclopropyl]methyl]-2-pyridyl]ethyl]carbamate CN(C(OC(C)(C)C)=O)CC(C1=NC=C(C=C1)CC1(CC1)C(F)(F)F)=O